FC1=C(C=C(C(=C1F)F)F)C=1N=C(C=2C=CC=C(C2C1)N)N (2,3,4,5-tetrafluorophenyl)isoquinoline-1,5-diamine